tert-butyl 4-[4-[4-(2,6-dioxo-3-piperidyl)phenyl]piperazin-1-yl]piperidine-1-carboxylate O=C1NC(CCC1C1=CC=C(C=C1)N1CCN(CC1)C1CCN(CC1)C(=O)OC(C)(C)C)=O